FC1=C(C(=CC(=C1)CNC=1C=NC=C(C1)C(F)(F)F)O)N1CC(NS1(=O)=O)=O 5-(2-fluoro-6-hydroxy-4-(((5-(trifluoromethyl)pyridin-3-yl)amino)methyl)phenyl)-1,2,5-thiadiazolidin-3-one 1,1-dioxide